C(C1=CC=CC=C1)C=1C=C(SC1)C(=O)C1=C(N(C2=CC=C(C=C12)Cl)C(=O)N)O 3-(4-benzylthiophene-2-carbonyl)-5-chloro-2-hydroxy-1H-indole-1-carboxamide